C(C)(C)(C)OC(=O)N1CC(C(C1)C=CC1=CC=C(C=C1)C(F)(F)F)(C)C 3,3-dimethyl-4-(4-(trifluoromethyl)styryl)pyrrolidine-1-carboxylic acid tert-butyl ester